tert-butyl 4-((4-amino-5-bromo-7-isopropyl-7H-pyrrolo[2,3-d]pyrimidin-6-yl)ethynyl)piperidine-1-carboxylate NC=1C2=C(N=CN1)N(C(=C2Br)C#CC2CCN(CC2)C(=O)OC(C)(C)C)C(C)C